5-{4-[cyclopentyl(methyl)amino]-3-(trifluoromethyl)phenyl}-3,6-dihydro-2H-1,3,4-oxadiazin-2-one C1(CCCC1)N(C1=C(C=C(C=C1)C1=NNC(OC1)=O)C(F)(F)F)C